C(C)(C)(C)OC(=O)O[C@@H]1[C@H]([C@H](N(C1)C(=O)OC(C)(C)C)CC1=CC=C(C=C1)OC)OC(NCCN1CCCC1)=O tert-butyl (2R,3S,4S)-4-[(tert-butoxycarbonyl)oxy]-2-[(4-methoxyphenyl)methyl]-3-({[2-(pyrrolidin-1-yl)ethyl]carbamoyl}oxy)pyrrolidine-1-carboxylate